4-(2-pyridyl)phenylboric acid N1=C(C=CC=C1)C1=CC=C(C=C1)OB(O)O